3-(piperidin-4-yl)-2-((6-(trifluoromethyl)pyridin-3-yl)oxy)pyridine N1CCC(CC1)C=1C(=NC=CC1)OC=1C=NC(=CC1)C(F)(F)F